FC(C(=O)O)(F)F.C(C)(C)(C)OC(C(CCC=O)N1CCN(CCN(CCN(CC1)CC(OC(C)(C)C)=O)CC(OC(C)(C)C)=O)CC(=O)OC(C)(C)C)=O 5-oxo-2-(4,7,10-tris(2-tert-butoxy-2-oxo-ethyl)-1,4,7,10-tetraazacyclododecan-1-yl)pentanoic acid tert-butyl ester trifluoroacetate